FC1=CC(=C(C(=C1)C(C)C)N1N=CC(=C1)S(=O)(=N)C=1SC=C(N1)C(C)(C)O)C(C)C (1-(4-fluoro-2,6-diisopropylphenyl)-1H-pyrazol-4-yl)(4-(2-hydroxypropan-2-yl)thiazol-2-yl)(imino)-λ6-sulfanone